trans-ethyl 2-(2-((tert-butoxycarbonyl)amino)acetamido)-3-(2-fluorocyclopropyl)-3-oxopropanoate C(C)(C)(C)OC(=O)NCC(=O)NC(C(=O)OCC)C(=O)[C@H]1[C@@H](C1)F